ClC=1C=2C(N=CN1)=CN(N2)C 7-chloro-2-methyl-2H-pyrazolo[4,3-d]Pyrimidine